C[C@](N)([C@@H](C)CC)C(=O)O DL-alpha-methylisoleucine